ClC=1C=CC=C2C=C(C=C(C12)[Sn](C)(C)C)OCOC (8-chloro-3-(methoxymethoxy)naphthalen-1-yl)trimethylstannane